pyrazolo[3,4-c]pyridine-6-carboxylate N1=NC=C2C1=CN(C=C2)C(=O)[O-]